4-(7-acetyl-1-methyl-2,3-dioxo-2,3-dihydropyrido[2,3-b]pyrazin-4(1H)-yl)piperidine C(C)(=O)C1=CC2=C(N(C(C(N2C)=O)=O)C2CCNCC2)N=C1